ClC1=NC(=CC(=N1)Cl)N1CCCC1 2,4-Dichloro-6-(pyrrolidin-1-yl)pyrimidine